1-(3-cyanophenyl)-N-(3-fluoro-5-formylphenyl)-3-(trifluoromethyl)-1H-pyrazole-5-carboxamide C(#N)C=1C=C(C=CC1)N1N=C(C=C1C(=O)NC1=CC(=CC(=C1)C=O)F)C(F)(F)F